4,6-dichloro-2-(6-n-propyl-2-pyridinyl)-5-trifluoromethylpyrimidine ClC1=NC(=NC(=C1C(F)(F)F)Cl)C1=NC(=CC=C1)CCC